COC(=O)C1CC2(CCN(C2=O)CC2=CC=CC=C2)CC1 2-benzyl-1-oxo-2-azaspiro[4.4]nonane-7-carboxylic acid methyl ester